N(=NC(C)(C)C=1NCCN1)C(C)(C)C=1NCCN1 2,2'-azobis(2-(4,5-dihydroimidazolyl)propane)